CCCCC/C=C\C/C=C\C/C=C\CCCCCCC(=O)O[C@H](COC(=O)CCCCCCC/C=C\C/C=C\C/C=C\CC)COP(=O)(O)OC[C@H](CO)O 1-(9Z,12Z,15Z-octadecatrienoyl)-2-(8Z,11Z,14Z-eicosatrienoyl)-glycero-3-phospho-(1'-sn-glycerol)